triethoxygallium C(C)O[Ga](OCC)OCC